3-(chloromethyl)-2-(1-isopropyl-1H-pyrazol-5-yl)pyridine bishydrochloride salt Cl.Cl.ClCC=1C(=NC=CC1)C1=CC=NN1C(C)C